tert-butyl 6-((2,4-dimethylphenyl)sulfonyl)-2,6-diazaspiro[3.3]heptane-2-carboxylate CC1=C(C=CC(=C1)C)S(=O)(=O)N1CC2(CN(C2)C(=O)OC(C)(C)C)C1